P(=O)([O-])([O-])[O-].[Na+].C(C)O[SiH](OCC)OCC.[Na+].[Na+] triethoxysilane sodium phosphate